(S)-2-((4-(6-((4-cyano-2-fluorobenzyl)oxy)pyridin-2-yl)-2,3-dihydrobenzofuran-7-yl)methyl)-1-(oxetane-2-ylmethyl)-1H-benzo[d]imidazole-6-carboxylic acid methyl ester COC(=O)C=1C=CC2=C(N(C(=N2)CC2=CC=C(C=3CCOC32)C3=NC(=CC=C3)OCC3=C(C=C(C=C3)C#N)F)C[C@H]3OCC3)C1